COC1=C(CN2C(C(C(C2=O)(C)C)C(=O)OC)C2=CC=CC=C2)C=CC(=C1)OC methyl 1-(2,4-dimethoxy-benzyl)-4,4-dimethyl-5-oxo-2-phenyl-pyrrolidine-3-carboxylate